N\C(=C/C(=O)OC)\C(OC)OC methyl (Z)-3-amino-4,4-dimethoxybut-2-enoate